COC(C1CCN(CC1)C1=CC=C(C=C1)[C@@H]1[C@@H](COC2=CC(=CC=C12)O)C1=CC=CC=C1)OC (3R,4S)-4-(4-(4-(dimethoxymethyl)piperidin-1-yl)phenyl)-3-phenylchroman-7-ol